2-(7-(2,2'-Dimethyl-[1,1'-biphenyl]-3-yl)-1,3,4,5-tetrahydro-2H-benzo[c]azepin-2-yl)acetic acid CC1=C(C=CC=C1C1=CC2=C(CN(CCC2)CC(=O)O)C=C1)C1=C(C=CC=C1)C